NC(C)C1=CC(=CC=C1)CN 1-α-aminoethyl-3-aminomethylbenzene